BrC=1C=2N(N=C(C1)C=1C(NC(NC1)=O)=O)C(=CN2)Cl 5-(8-bromo-3-chloro-imidazo[1,2-b]pyridazin-6-yl)-1H-pyrimidine-2,4-dione